NC1=NN2C(C=C(C=C2)C=2C(=C(C(=O)NC[C@@H]([C@H](O)C3=CC=C(C=C3)F)F)C(=CC2)Cl)F)=N1 (2-amino-[1,2,4]triazolo[1,5-a]pyridin-7-yl)-6-chloro-2-fluoro-N-((2s,3r)-2-fluoro-3-(4-fluorophenyl)-3-hydroxypropyl)benzamide